C(C)OC(=O)C1SCCC1=O 3-oxotetrahydrothiophene-2-carboxylic acid ethyl ester